N-(2-(Diethylamino)ethyl)-5-((6-isopropyl-2-oxoindolin-3-ylidene)methyl)-2,4-dimethyl-1H-pyrrole-3-carboxamide C(C)N(CCNC(=O)C1=C(NC(=C1C)C=C1C(NC2=CC(=CC=C12)C(C)C)=O)C)CC